C1(CC1)C=1C=CC(=NC1)C=1N=C2C(=NC1)N=CS2 6-(5-cyclopropylpyridin-2-yl)thiazolo[4,5-b]pyrazine